N-((1r,4r)-4-aminocyclohexyl)-7-methyl-1H-indole-2-carboxamide CC1=C2C(=CC=C1)C=C(N2)C(=O)NC3CCC(CC3)N